ClC1=C2C(=CC=C1)NC(C21CCN(CC1)CCCCCC1=C2CN(C(C2=CC=C1)=O)C1C(NC(CC1)=O)=O)=O 3-(4-(5-(4-chloro-2-oxospiro[indoline-3,4'-piperidine]-1'-yl)pentyl)-1-oxoisoindolin-2-yl)piperidine-2,6-dione